N-(tert-Butoxycarbonyl)glycine C(C)(C)(C)OC(=O)NCC(=O)O